N-(3-(6-chloro-7-fluoro-5-methoxy-1-methyl-3-(1H-pyrazol-4-yl)-1H-indol-2-yl)-1H-1,2,4-triazol-5-yl)-2-methoxy-N-methylacetamide ClC1=C(C=C2C(=C(N(C2=C1F)C)C1=NNC(=N1)N(C(COC)=O)C)C=1C=NNC1)OC